[Br-].C(=O)(O)CCCCCC[P+](C1=CC=CC=C1)(C1=CC=CC=C1)C1=CC=CC=C1 6-carboxyhexyl-triphenyl-phosphonium bromide